ClC=1C=C2C(=CC1)NC(C21CCN(CC1)CCOC=1C=NC=2N(C(CCC2C1)=O)CCO)=O 5-chloro-1'-(2-{[8-(2-hydroxyethyl)-7-oxo-5,6,7,8-tetrahydro-1,8-naphthyridin-3-yl]oxy}ethyl)-1,2-dihydrospiro[indole-3,4'-piperidin]-2-one